Dipalladium (II) Allyl chloride C(C=C)Cl.[Pd+2].[Pd+2]